ClC#CC1=CC=C(C=C1)OC 1-(chloroethynyl)-4-methoxybenzene